ethyl 6-(4-(3-((ethoxycarbonyl)oxy)pyridin-2-yl)piperazin-1-yl)-2-azaspiro[3.4]octane-2-carboxylate C(C)OC(=O)OC=1C(=NC=CC1)N1CCN(CC1)C1CC2(CN(C2)C(=O)OCC)CC1